1,1-dimethylpropyl hydroperoxide CC(CC)(C)OO